2-[[4-[6-[(4-cyano-2-fluoro-phenyl)methoxy]-5-fluoro-2-pyridyl]-2,5-difluoro-phenyl]methyl]-3-[(3S)-4,4-dimethyltetrahydrofuran-3-yl]-7-fluorobenzimidazole-5-carboxylic acid C(#N)C1=CC(=C(C=C1)COC1=C(C=CC(=N1)C1=CC(=C(C=C1F)CC=1N(C2=C(N1)C(=CC(=C2)C(=O)O)F)[C@@H]2COCC2(C)C)F)F)F